FC(C1=CC=C(C=C1)C1=CN=C(O1)NC=1C=CC(=NC1)C#N)(F)F 5-((5-(4-(trifluoromethyl)phenyl)oxazol-2-yl)amino)pyridinecarbonitrile